ClC1=NC=CC(=C1N)NC 2-Chloro-N4-methylpyridin-3,4-diamin